BrC=1C=C(C(=NC1)OCCCN(C)C)C 3-((5-Bromo-3-methylpyridin-2-yl)oxy)-N,N-dimethylpropan-1-amine